3-(2,6-difluoro-3,5-dimethoxyphenyl)-7-(1,3-dimethyl-1H-pyrazol-4-yl)-1-(5-methylpyrazin-2-yl)-3,4-dihydropyrido[4,3-d]pyrimidin-2(1H)-one FC1=C(C(=C(C=C1OC)OC)F)N1C(N(C2=C(C1)C=NC(=C2)C=2C(=NN(C2)C)C)C2=NC=C(N=C2)C)=O